(2S)-1-(2-(3,8-diazabicyclo[3.2.1]octan-8-yl)-6,7-dihydrothiazolo[5,4-c]pyridin-5(4H)-yl)-2-methylbutan-1-one C12CNCC(CC1)N2C=2SC=1CN(CCC1N2)C([C@H](CC)C)=O